ClC=1C=NC(=C(C(=O)NC2CCC(CC2)CN2C(N(C3=C2C=CC=C3)C=3C=C2C(=NC3)NC(=C2)C)=O)C1)C(F)F 5-chloro-2-(difluoromethyl)-N-((1r,4r)-4-((3-(2-methyl-1H-pyrrolo[2,3-b]pyridin-5-yl)-2-oxo-2,3-dihydro-1H-benzo[d]imidazol-1-yl)methyl)cyclohexyl)nicotinamide